C(C)(C)(C)C1=CC(=C(C=C1OC)CC(=O)O)Cl 2-(4-tert-butyl-2-chloro-5-methoxy-phenyl)acetic acid